(2R,4S)-1-[(2R)-2-(4-cyclopropyltriazol-1-yl)-3,3-dimethyl-butanoyl]-4-hydroxy-N-[1-methyl-2-(p-tolylsulfonyl)ethyl]pyrrolidine-2-carboxamide C1(CC1)C=1N=NN(C1)[C@@H](C(=O)N1[C@H](C[C@@H](C1)O)C(=O)NC(CS(=O)(=O)C1=CC=C(C=C1)C)C)C(C)(C)C